4-amino-1-methyl-1H-1,2,3-triazole-5-carboxamide NC=1N=NN(C1C(=O)N)C